SCCSC(C(SCC)(SC)CC)C 2-mercaptoethylthio-ethyl-methyl-thio-ethyl-thio-propane